Calcium Pyruvate C(C(=O)C)(=O)[O-].[Ca+2].C(C(=O)C)(=O)[O-]